carbon phosphorus(III) [P+3].[C+4]